NC=1C=C(C=CC1)C=1CCC=2C=CC(=CC2C1C1=CC=C(C=C1)N1CCN(CC1)C(C)C)O 7-(3-Aminophenyl)-8-(4-(4-isopropylpiperazin-1-yl)phenyl)-5,6-dihydronaphthalen-2-ol